C(N)(=O)C1=NC=CC(=C1)OC1=C(C=C(C=C1)NC(=O)NC1=CC(=NN1C=1C=C2C=CC=NC2=CC1)C(C)C)C 1-(4-(2-carbamoyl-pyridin-4-yloxy)-3-methylphenyl)-3-(3-isopropyl-1-(quinolin-6-yl)-1H-pyrazol-5-yl)urea